[1-(2-bromo-4-chlorophenyl)-3-methylbutan-2-yl]oxy-tert-butyl-dimethylsilane BrC1=C(C=CC(=C1)Cl)CC(C(C)C)O[Si](C)(C)C(C)(C)C